(Z)-5-(N'-hydroxycarbamimidoyl)-2-methoxybenzoic acid methyl ester COC(C1=C(C=CC(=C1)/C(/N)=N/O)OC)=O